4-(4-((1-(3-methoxybenzoyl)azetidin-3-yl)sulfonyl)-3,4-dihydro-2H-pyrido[4,3-b][1,4]oxazine-8-yl)benzonitrile COC=1C=C(C(=O)N2CC(C2)S(=O)(=O)N2C3=C(OCC2)C(=CN=C3)C3=CC=C(C#N)C=C3)C=CC1